4-bromo-2-(pyridin-3-yl)-2H-indazole BrC=1C2=CN(N=C2C=CC1)C=1C=NC=CC1